FC=1C=CC=C2C3=C(C=C(C(C[C@]4(C[C@H](CC4)NS(=O)(=O)C)C=4SC=C(COC12)N4)=C3)F)F N-[(1'S,14R)-6,17,19-trifluorospiro[8-oxa-12-thia-21-azatetracyclo[14.3.1.110,13.02,7]henicosa-1(19),2,4,6,10,13(21),16(20),17-octaene-14,3'-cyclopentane]-1'-yl]methanesulfonamide